CN(C(C)C)CCC1=CNC2=NC=C(C=C21)OC(F)(F)F N-methyl-N-(2-(5-(trifluoromethoxy)-1H-pyrrolo[2,3-b]pyridin-3-yl)ethyl)propan-2-amine